methyl 2-[4-(4-chlorophenoxy)-2-(trifluoromethyl)phenyl]-2-hydroxy-3-(1,2,4-triazol-1-yl)propanoate ClC1=CC=C(OC2=CC(=C(C=C2)C(C(=O)OC)(CN2N=CN=C2)O)C(F)(F)F)C=C1